C(#N)C1=CC(=C(OC=2N=NC(=C(C2C(=O)NC2=CC(=CC=C2)S(=O)(=O)C)C)C=2CCN(CC2)C)C=C1)OC 3-(4-cyano-2-methoxy-phenoxy)-5-methyl-6-(1-methyl-3,6-dihydro-2H-pyridin-4-yl)-N-[3-(methylsulfonyl)phenyl]pyridazine-4-carboxamide